4-(bromomethyl)-3,5-dibromopyridine BrCC1=C(C=NC=C1Br)Br